(S)-1-(6-amino-5-((2-(trifluoromethyl)pyridin-3-yl)thio)pyrazin-2-yl)-4'H,6'H-spiro[piperidine-4,5'-pyrrolo[1,2-c][1,2,3]triazol]-4'-amine (trifluoroacetate) FC(C(=O)O)(F)F.NC1=C(N=CC(=N1)N1CCC2([C@@H](C=3N(N=NC3)C2)N)CC1)SC=1C(=NC=CC1)C(F)(F)F